C1(CCCCC1)C(C1=CC=C(C=C1)O)C1=CC=C(C=C1)O 4,4'-(cyclohexylmethylene)bisphenol